C(C1=CC=C(C(=O)OCCSCCO)C=C1)(=O)OCCSCCO Di[2-(2-hydroxyethylthio)ethyl] terephthalate